C(C)(=O)ON1CCN(CCN(CCN(CC1)CC(=O)O)CC(=O)O)C(C)=O.[Eu] europium (4-acetyl-7,10-bis(carboxymethyl)-1,4,7,10-tetraazacyclododecan-1-yl) acetate